C(OCC1=CC=CC=C1)(OCCCC1(CC1)C)=O benzyl (3-(1-methylcyclopropyl)propyl) carbonate